tert-butyl (R)-2-(2-bromophenyl)pyrrolidine-1-carboxylate BrC1=C(C=CC=C1)[C@@H]1N(CCC1)C(=O)OC(C)(C)C